C(C)OC(COC1=C(C=CC=C1)OC1=NC(=C(C=C1Cl)F)N1C(N(C(=CC1=O)C(F)(F)F)C)=O)=O 2-[2-[[3-chloro-6-[3,6-dihydro-3-methyl-2,6-dioxo-4-(tri-fluoromethyl)-1(2H)-pyrimidinyl]-5-fluoro-2-pyridinyl]oxy]phenoxy]acetic acid ethyl ester